N-(rac-(2R,3S,4S)-4-(cyclopropylmethyl)-5-oxo-2-phenylpyrrolidin-3-yl)cyclopropanecarboxamide C1(CC1)C[C@H]1[C@@H]([C@H](NC1=O)C1=CC=CC=C1)NC(=O)C1CC1 |r|